[Si](C)(C)(C(C)(C)C)OC(C)(C)C1=CC(=NC(=C1F)C1=CC=C(C=C1)F)C1(OCCC1)CC1=C(N=NC2=C(C=C(C=C12)C(=O)N)OC)C ((2-(4-(2-((tert-butyldimethylsilyl)oxy)propan-2-yl)-5-fluoro-6-(4-fluorophenyl)pyridin-2-yl)tetrahydrofuran-2-yl)methyl)-8-methoxy-3-methylcinnoline-6-carboxamide